(4-chloro-3-{6-oxo-4-[6-propoxypyridin-3-yl]-1,6-dihydropyrimidin-2-yl}benzyl)propanamide ClC1=C(C=C(CC(C(=O)N)C)C=C1)C=1NC(C=C(N1)C=1C=NC(=CC1)OCCC)=O